(2,2-Dimethyl-1-methylsulfonylpropyl)-(methyldiazenyl)sulfonyldiazen CC(C(S(=O)(=O)C)N=NS(=O)(=O)N=NC)(C)C